1-(5-Ethylpyrimidin-2-yl)ethan-1-one C(C)C=1C=NC(=NC1)C(C)=O